4,5-di(diphenylphosphino)-9,9-dimethylxanthene C1(=CC=CC=C1)P(C1=CC=CC=2C(C3=CC=CC(=C3OC12)P(C1=CC=CC=C1)C1=CC=CC=C1)(C)C)C1=CC=CC=C1